5-(((1-(4-((5-chloro-4-((2-(dimethylphosphono)phenyl)amino)pyrimidin-2-yl)amino)-3-methoxyphenyl)piperidin-4-yl)amino)methyl)-2-(2,6-dioxopiperidin-3-yl)-4-fluoroisoindoline-1,3-dione ClC=1C(=NC(=NC1)NC1=C(C=C(C=C1)N1CCC(CC1)NCC=1C(=C2C(N(C(C2=CC1)=O)C1C(NC(CC1)=O)=O)=O)F)OC)NC1=C(C=CC=C1)P(=O)(OC)OC